(4-(ethoxycarbonyl)-2-fluorophenyl)acetic acid C(C)OC(=O)C1=CC(=C(C=C1)CC(=O)O)F